ClC1=CC=C2C(=CC(=NC2=C1Cl)N1[C@@H](CCC1)COCCCCCC(=O)OC)N1C=NC=C1 Methyl (S)-6-((1-(7,8-dichloro-4-(1H-imidazol-1-yl)quinolin-2-yl)pyrrolidin-2-yl)methoxy)hexanoate